C1(CC1)C1=NC=CC(=C1)C1=NOC(=N1)C(C)NC(=O)C=1SC(=CC1)S(=O)(=O)C N-(1-(3-(2-cyclopropylpyridin-4-yl)-1,2,4-oxadiazol-5-yl)ethyl)-5-(methylsulfonyl)thiophene-2-carboxamide